tert-butyl (S)-(1-(1-methyl-3-phenyl-1H-1,2,4-triazol-5-yl)ethyl)carbamate CN1N=C(N=C1[C@H](C)NC(OC(C)(C)C)=O)C1=CC=CC=C1